(2-hydroxy-3-methoxy-4-(methoxymethoxy)phenyl)ethan OC1=C(C=CC(=C1OC)OCOC)CC